tert-butyl 4-((1-(3-(2,6-dioxopiperidin-3-yl)-1-methyl-1H-indazol-7-yl)piperidin-4-yl)methyl)piperidine-1-carboxylate O=C1NC(CCC1C1=NN(C2=C(C=CC=C12)N1CCC(CC1)CC1CCN(CC1)C(=O)OC(C)(C)C)C)=O